Diethyl(methyl)(2-{4-[2-(octyloxy)benzamido]benzoyl-oxy}ethyl)azanium C(C)[N+](CCOC(C1=CC=C(C=C1)NC(C1=C(C=CC=C1)OCCCCCCCC)=O)=O)(C)CC